2-(2-fluoro-4-(1,2,3,6-tetrahydropyridin-4-yl)phenyl)-5-(4-(1,2,3,6-tetrahydropyridin-4-yl)phenyl)-1,3,4-oxadiazole bistrifluoroacetic acid salt FC(C(=O)O)(F)F.FC(C(=O)O)(F)F.FC1=C(C=CC(=C1)C=1CCNCC1)C=1OC(=NN1)C1=CC=C(C=C1)C=1CCNCC1